C=1N=CN2C1C=CC(=C2)SC2=C(C(=O)NC)C=CC=C2 2-imidazo[1,5-a]pyridin-6-ylthio-N-methylbenzamide